3'-{(1R)-1-[(6,7-dimethoxy-2-methylquinazolin-4-yl)amino]ethyl}biphenyl-3-sulfonamide COC=1C=C2C(=NC(=NC2=CC1OC)C)N[C@H](C)C=1C=C(C=CC1)C1=CC(=CC=C1)S(=O)(=O)N